3-(7-(8-ethyl-7-fluoro-3-hydroxynaphthalen-1-yl)-6,8-difluoro-2-(((2R,7aS)-2-fluorotetrahydro-1H-pyrrolizin-7a(5H)-yl)methoxy)quinazolin-4-yl)-8-oxa-3-azabicyclo[4.2.0]octan-7-one C(C)C=1C(=CC=C2C=C(C=C(C12)C1=C(C=C2C(=NC(=NC2=C1F)OC[C@]12CCCN2C[C@@H](C1)F)N1CC2OC(C2CC1)=O)F)O)F